C(C)(=O)OC(C)(CCCC(C=C)=C)C (2-methyl-6-methylideneoct-7-en-2-yl) acetate